COC1=CC=C(CN2C(N3C(C4=C2C=C(C=N4)N4CCOCC4)=NC(C3C(C)C)=O)=O)C=C1 6-(4-methoxybenzyl)-8-(morpholin-4-yl)-3-(propan-2-yl)imidazo[1,2-c]pyrido[2,3-e]pyrimidine-2,5(3H,6H)-dione